C(=C)[Si](C=C)(C=C)C=C tetravinylsilane